C(CCCCCCC\C=C/C\C=C/C\C=C/CC)(=O)OCCCC(OC(N(CCCN(C)C)CCCN(C)C)=O)CCCOC(CCCCCCC\C=C/C\C=C/C\C=C/CC)=O 7-[3-(dimethylamino) propyl]-4-(3-{[(10Z,12Z,15Z)-1-oxooctadeca-9,12,15-trienyl] oxy} propyl)-11-methyl-6-oxo-7,11-diaza-5-oxadodec-1-yl (10Z,12Z,15Z)-octadeca-9,12,15-trienoate